C(CCCCCCCCCCCCCCCCC)(=O)O.C(CCCCCCCCCCCCCCCCC)(=O)O Stearic acid (monostearate)